NC=1C(=NON1)C1=NOC(N1C1=CC(=C(C=C1)F)Br)=O 3-(4-amino-1,2,5-oxadiazole-3-yl)-4-(3-bromo-4-fluorophenyl)-1,2,4-oxadiazole-5(4H)-one